dimethyl-2,5-dianilino-3,6-dihydroterephthalic acid CC1C(=C(C(C(=C1C(=O)O)NC1=CC=CC=C1)C)C(=O)O)NC1=CC=CC=C1